7-bromo-N-methoxy-N,3-dimethyl-2,3-dihydrobenzofuran-3-carboxamide BrC1=CC=CC=2C(COC21)(C(=O)N(C)OC)C